phthaloyl-β-alanine C(C=1C(C(=O)O)=CC=CC1)(=O)NCCC(=O)O